(S)-N-((S)-1-(1-(2,3-dichlorophenyl)-2,5-dimethyl-6-oxo-1,6-dihydropyrimidin-4-yl)-4'H,6'H-spiro[piperidine-4,5'-pyrrolo[1,2-b]pyrazole]-4'-yl)-2-methylpropan-2-sulfinamide ClC1=C(C=CC=C1Cl)N1C(=NC(=C(C1=O)C)N1CCC2([C@@H](C=3N(N=CC3)C2)N[S@@](=O)C(C)(C)C)CC1)C